C(CCC)OC1=CC=C(C=C1)OCCCCl 1-butoxy-4-(3-chloropropoxy)benzene